(2S)-tetrahydrofuran-2-ylmethanol O1[C@@H](CCC1)CO